CC1=CC=NN1C1=NN=C(S1)NC(=O)C1=CC=CC(O1)=O N-(5-(5-methyl-1H-pyrazol-1-yl)-1,3,4-thiadiazol-2-yl)-2-oxo-2H-pyran-6-carboxamide